Propan-2-yl 2-[(3R)-4-cyano-3-{[6-(1-methyl-1H-pyrazol-4-yl)pyridin-2-yl]formamido}butanamido]-4-methyl-1,3-thiazole-5-carboxylate C(#N)C[C@H](CC(=O)NC=1SC(=C(N1)C)C(=O)OC(C)C)NC(=O)C1=NC(=CC=C1)C=1C=NN(C1)C